C(CC(C)C)SSSC(C(C)=O)C 3-(isopentyltrisulfanyl)butan-2-one